3-(aminomethyl)phenyl (3S)-3-{[4-(aminomethyl)-3-methoxybenzyl]carbamoyl}-4-[N2-(2-benzyl-2-azaspiro[4.5]dec-8-yl)-N6-(methylsulfonyl)-D-lysyl]piperazine-1-carboxylate NCC1=C(C=C(CNC(=O)[C@@H]2CN(CCN2C([C@H](NC2CCC3(CCN(C3)CC3=CC=CC=C3)CC2)CCCCNS(=O)(=O)C)=O)C(=O)OC2=CC(=CC=C2)CN)C=C1)OC